(S)-2-(1-(4-((4-(3-((2-(1-hydroxyethyl)-1H-imidazole-1-yl)methyl)isoxazol-5-yl)phenyl)ethynyl)benzyl)azetidin-3-yl)acetic acid O[C@@H](C)C=1N(C=CN1)CC1=NOC(=C1)C1=CC=C(C=C1)C#CC1=CC=C(CN2CC(C2)CC(=O)O)C=C1